(2R,3S,4S,5R)-4-[[3-[2-(difluoromethoxy)-4-fluoro-phenyl]-4,5-dimethyl-5-(trifluoromethyl)tetrahydrofuran-2-carbonyl]amino]-N-methyl-pyridine-2-carboxamide FC(OC1=C(C=CC(=C1)F)[C@H]1[C@@H](O[C@]([C@H]1C)(C(F)(F)F)C)C(=O)NC1=CC(=NC=C1)C(=O)NC)F